diethyl 4,4''-difluoro-[1,1':4',1''-terphenyl]-2',5'-dicarboxylate FC1=CC=C(C=C1)C=1C(=CC(=C(C1)C(=O)OCC)C1=CC=C(C=C1)F)C(=O)OCC